CC1(CCN(CC1)C1=C(C=CC=C1)NS(=O)(=O)C1=CN=C(S1)S(=O)(=O)N(C)C)C N5-[2-(4,4-dimethyl-1-piperidyl)phenyl]-N2,N2-dimethylthiazole-2,5-disulfonamide